Benzyl heptane-7-carboxylate CCCCCCCC(=O)OCC1=CC=CC=C1